O[C@H](CNC(=O)[C@H]1C[C@@H]2[C@H](C(OC3=CC(=CC(=C23)O)C(C)(CCCCCC)C)(C)C)CC1)CO (6aR,9R,10aR)-N-((R)-2,3-dihydroxypropyl)-1-hydroxy-6,6-dimethyl-3-(2-methyloctan-2-yl)-6a,7,8,9,10,10a-hexahydro-6H-benzo[c]chromene-9-carboxamide